3-[(2-aminocyclohexyl)methyl]-4-methylcyclohexylamine NC1C(CCCC1)CC1CC(CCC1C)N